CS(=O)(=O)O.N[C@@H](CC(C)C)C(=O)N[C@@H](C[C@H]1C(NCC1)=O)C(=O)N L-leucyl-3-[(3S)-2-oxopyrrolidin-3-yl]-L-alaninamide, Methanesulfonate Salt